NC1=C(C=NN1C=1C=NC(=CC1C)OC1=C(C=CC=C1F)F)C(=O)C1=CC=2C(=CC=C3CCN(CC23)C(=O)NCCO)N1 8-[(5-Amino-1-{6-[(2,6-difluorophenyl)oxy]-4-methylpyridin-3-yl}pyrazol-4-yl)carbonyl]-N-(2-hydroxyethyl)-2,3,4,7-tetrahydro-1H-pyrrolo[2,3-H]isoquinoline-2-carboxamide